CN(C1=CC=C(C=C1)N(C1=CC=CC=C1)C)C N,N,N'-trimethyl-N'-phenyl-1,4-phenylenediamine